(R)- or (S)-N-(4-Cyanobenzyl)-6-((1-((3-hydroxy-3-methylpyrrolidin-1-yl)sulfonyl)cyclopropyl)methyl)-1-methyl-7-oxo-4,5,6,7-tetrahydro-1H-pyrazolo[3,4-c]pyridine-3-carboxamide C(#N)C1=CC=C(CNC(=O)C2=NN(C=3C(N(CCC32)CC3(CC3)S(=O)(=O)N3C[C@](CC3)(C)O)=O)C)C=C1 |o1:28|